2,3,4,5-tetra-O-acetyl-D-ribose C(C)(=O)O[C@@H](C=O)[C@H](OC(C)=O)[C@H](OC(C)=O)COC(C)=O